COC1=NC=NC2=CC=C(C=C12)C1=CNC2=NC=C(C=C21)C=2C=NC(=CC2)N2CCN(CC2)C 4-methoxy-6-(5-(6-(4-methylpiperazin-1-yl)pyridin-3-yl)-1H-pyrrolo[2,3-b]pyridin-3-yl)quinazoline